5-bromo-3-methoxy-2-(4-methoxybenzyloxy)benzaldehyde BrC=1C=C(C(=C(C=O)C1)OCC1=CC=C(C=C1)OC)OC